C1=CNC=2C=CC3=C(C12)C=CC=C3 benz[e]indole